4-bromo-N-(8-(4,4-difluoropiperidin-1-yl)-2-Methylquinolin-6-yl)-2-(6-azaspiro[2.5]octan-6-yl)benzamide BrC1=CC(=C(C(=O)NC=2C=C3C=CC(=NC3=C(C2)N2CCC(CC2)(F)F)C)C=C1)N1CCC2(CC2)CC1